4-(6-hydroxypyridin-3-yl)isoindolin-1-one OC1=CC=C(C=N1)C1=C2CNC(C2=CC=C1)=O